tert-Butyl (R)-4-(2-((tert-butoxycarbonyl)amino)-2-methylpropyl)-2-oxo-pyrrolidine-1-carboxylate C(C)(C)(C)OC(=O)NC(C[C@@H]1CC(N(C1)C(=O)OC(C)(C)C)=O)(C)C